1-docosanethiol C(CCCCCCCCCCCCCCCCCCCCC)S